1,3-bis(dichloromaleimidyl)benzene ClC1=C(C(=O)N(C1=O)C1=CC(=CC=C1)N1C(C(=C(C1=O)Cl)Cl)=O)Cl